BrC1=CC=C2C(=NC(=NC2=C1F)OC[C@]12CCCN2C[C@@H](C1)F)N1CC(CCC1)CCNC(OC(C)(C)C)=O tert-butyl (2-(1-(7-bromo-8-fluoro-2-(((2R,7aS)-2-fluorotetrahydro-1H-pyrrolizin-7a(5H)-yl)methoxy)quinazolin-4-yl)piperidin-3-yl)ethyl)carbamate